FC1=C(C=CC(=C1)OC(F)(F)F)N1C=2N(CC(C1)CNC(C=C)=O)N=CC2 N-((4-(2-fluoro-4-(trifluoromethoxy)phenyl)-4,5,6,7-tetrahydropyrazolo[1,5-a]pyrimidin-6-yl)methyl)acrylamide